4-(4-amino-5-(4-amino-2-fluorophenyl)pyrrolo[2,1-f][1,2,4]triazin-7-yl)piperidine NC1=NC=NN2C1=C(C=C2C2CCNCC2)C2=C(C=C(C=C2)N)F